FC1=CC=CC2=C1N=C(S2)C2=C1N=CC(=NC1=CC(=C2)C)COC 4-fluoro-2-(2-(methoxymethyl)-7-methylquinoxalin-5-yl)benzo[d]Thiazole